FC1=C(C=CC(=C1)F)C1=CC(=CC=C1F)N 2',4',6-trifluoro-[1,1'-biphenyl]-3-amine